C1(CCC1)C=1C(=NOC1)C(=O)N[C@H](C=1OC2=C(N1)C=C(C=C2)C(COC)N2C(NC(C2)C(F)(F)F)=O)C2CCC(CC2)(F)F 4-cyclobutyl-N-((S)-(4,4-difluorocyclohexyl)(5-(2-methoxy-1-(2-oxo-4-(trifluoromethyl)imidazolidin-1-yl)ethyl)benzo[d]oxazol-2-yl)methyl)isoxazole-3-carboxamide